[Na+].OC1=CC=C(C=C1)S(=O)(=O)[O-] p-hydroxybenzenesulfonic acid, sodium salt